OC1(CC2C(CN(C2)C(=O)NC2=CC=C(C=C2)C)C1)C1=C(C=CC=C1)C 5-hydroxy-5-(2-methylphenyl)-N-(4-methylphenyl)-octahydrocyclopenta[c]pyrrole-2-carboxamide